(S)-(7-Chloro-1H-benzo[d]imidazol-2-yl)(5-methyl-3-(trifluoromethyl)-5,6-dihydroimidazo[1,5-a]pyrazin-7(8H)-yl)methanone ClC1=CC=CC2=C1NC(=N2)C(=O)N2CC=1N([C@H](C2)C)C(=NC1)C(F)(F)F